3-[({4-[7-(aminocarbonyl)-2H-indazol-2-yl]phenyl}amino)carbonyl]-1-methylpyrrolidinium trifluoroacetate FC(C(=O)[O-])(F)F.NC(=O)C1=CC=CC2=CN(N=C12)C1=CC=C(C=C1)NC(=O)C1C[NH+](CC1)C